N-(3-(3'-chloro-6-methoxy-5-((((5-oxopyrrolidin-2-yl)methyl)amino)methyl)-[2,4'-bipyridin]-2'-yl)-2-methylphenyl)-4-methoxy-5-((((5-oxopyrrolidin-2-yl)methyl)amino)methyl)picolinamide ClC=1C(=NC=CC1C1=NC(=C(C=C1)CNCC1NC(CC1)=O)OC)C=1C(=C(C=CC1)NC(C1=NC=C(C(=C1)OC)CNCC1NC(CC1)=O)=O)C